(3-bromo-2-chlorophenyl)((3R-9aS)-3-hydroxy-3-(6-(trifluoromethyl)pyridin-3-yl)hexahydropyrazino[2,1-c][1,4]oxazin-8(1H)-yl)methanone BrC=1C(=C(C=CC1)C(=O)N1C[C@H]2CO[C@@](CN2CC1)(C=1C=NC(=CC1)C(F)(F)F)O)Cl